divinylsulfoxid C(=C)S(=O)C=C